2-(anthracen-9-yl)dibenzo[b,d]furan C1=CC=CC2=CC3=CC=CC=C3C(=C12)C1=CC2=C(OC3=C2C=CC=C3)C=C1